COC1=CC(=C(C=O)C=C1)C 4-methoxy-2-methyl-benzaldehyde